OCCN1CCN(CC1)CN 1-(2-hydroxyethyl)-4-aminomethylpiperazine